N-methyl-1-(6-methylpyridin-2-yl)methanamine CNCC1=NC(=CC=C1)C